6-(4-(cyclohexyl-(3-methyl-2-oxo-1,2-dihydroquinolin-7-yl)methyl)piperazin-1-yl)nicotinonitrile C1(CCCCC1)C(N1CCN(CC1)C1=NC=C(C#N)C=C1)C1=CC=C2C=C(C(NC2=C1)=O)C